coniferyl fumarate C(\C=C\C(=O)[O-])(=O)OC\C=C\C1=CC(OC)=C(O)C=C1